N-(3-hydroxypropyl)carbamic acid 1,1-dimethylethyl ester CC(C)(C)OC(NCCCO)=O